O=C1N=CC=CN1 2-oxo-2,3-dihydropyrimidine